FC1=CC=C(C=C1)C(CN1CCC(CC1)CNC(C1=NC=CC=C1)=O)=O N-((1-(2-(4-fluorophenyl)-2-oxoethyl)piperidin-4-yl)methyl)-picolinamide